C(=O)(OC(C)(C)C)C1=C(NC=C1)CCN 2-(Boc-2-pyrrolyl)ethylamine